ClC=1C=C2C=C(NC2=CC1CNC(=O)C=1N=C2N(C(C1)=O)C=CC=C2)CN2[C@H](C[C@H](CC2)C)C N-((5-chloro-2-(((2S,4S)-2,4-dimethylpiperidin-1-yl)methyl)-1H-indol-6-yl)methyl)-4-oxo-4H-pyrido[1,2-a]pyrimidine-2-carboxamide